4-[4-[4-(4-tert-butylphenyl)-N-[4-(4-tert-butylphenyl)phenyl]anilino]phenyl]benzofuran-6-carbaldehyde C(C)(C)(C)C1=CC=C(C=C1)C1=CC=C(N(C2=CC=C(C=C2)C2=CC=C(C=C2)C(C)(C)C)C2=CC=C(C=C2)C2=CC(=CC3=C2C=CO3)C=O)C=C1